2-((1R,5S)-8,8-difluoro-3-azabicyclo-[3.2.1]octan-3-yl)-N-(2-sulfamoylpyridin-4-yl)-5-(trifluoromethyl)-nicotinamide FC1([C@H]2CN(C[C@@H]1CC2)C2=C(C(=O)NC1=CC(=NC=C1)S(N)(=O)=O)C=C(C=N2)C(F)(F)F)F